Cl.N[C@H](C(=O)OC)CC1=CC=CC=C1 methyl (2S)-2-amino-3-phenylpropionate hydrochloride